BrC=1C=CC(=C(C1)S(=O)(=O)NC=1C(=C(C(=O)NC2COCC2)C(=C(C1)C1CC1)F)O)O 3-((5-Bromo-2-hydroxyphenyl)sulfonamido)-5-cyclopropyl-6-fluoro-2-hydroxy-N-(tetrahydrofuran-3-yl)benzamide